C(C)(C)(C)[Si](OC)(OC)CCCCCCC t-butylheptyl-dimethoxysilane